(3S,6R,9S,12R,15S,18R,21S,24R)-3,9,15,21-tetraisobutyl-4,6,10,16,18,22-hexamethyl-12,24-bis(4-morpholinyl)-1,7,13,19-tetraoxa-4,10,16,22-tetraazacyclotetracosane C(C(C)C)[C@H]1CO[C@H](CN([C@H](CO[C@@H](CN([C@H](CO[C@H](CN([C@H](CO[C@@H](CN1C)C)CC(C)C)C)N1CCOCC1)CC(C)C)C)C)CC(C)C)C)N1CCOCC1